2-(furan-2-yl)-1,3-dioxolane O1C(=CC=C1)C1OCCO1